(2,6-diisopropylphenyl)-2-phenyl-1H-imidazole C(C)(C)C1=C(C(=CC=C1)C(C)C)N1C(=NC=C1)C1=CC=CC=C1